(S)-6-(1-amino-1,3-dihydrospiro[indene-2,4'-piperidine]-1'-yl)-3-(1-(2-(trifluoromethyl)pyridin-4-yl)cyclopropyl)-1,5-dihydro-4H-pyrazolo[3,4-d]pyrimidin-4-one N[C@@H]1C2=CC=CC=C2CC12CCN(CC2)C=2NC(C1=C(N2)NN=C1C1(CC1)C1=CC(=NC=C1)C(F)(F)F)=O